FC(C(=O)O)(F)F.BrC1=CC=C(C=C1)C=1C(=NC(=NC1)NC=1C=NN(C1)C)NC=1C=C(C=CC1F)NC(C=C)=O N-(3-((5-(4-bromophenyl)-2-((1-methyl-1H-pyrazol-4-yl)amino)pyrimidin-4-yl)amino)-4-fluorophenyl)acrylamide trifluoroacetate